O1CC(C1)C1=CC(=NN1)NC(CC)=O N-(5-(oxetan-3-yl)-1H-pyrazol-3-yl)propanamide